trans-9-octadecen CCCCCCCC\C=C\CCCCCCCC